S1C=NC=C1C1=C(C=CC=C1)S(=O)(=O)N[C@H](C(F)(F)F)C thiazol-5-yl-N-((S)-1,1,1-trifluoropropan-2-yl)benzenesulfonamide